OC1(CC(=C(C=O)C=C1)I)OC 4-hydroxy-2-iodo-4-methoxybenzaldehyde